SCC1=CC(=CC(=C1)CS)CS 1,3,5-Tris(mercaptomethyl)benzene